(R)-(5-oxopyrrolidin-2-yl)methyl 3-((2-fluoro-4-(trifluoromethyl)benzyl)oxy)azetidine-1-carboxylate FC1=C(COC2CN(C2)C(=O)OC[C@@H]2NC(CC2)=O)C=CC(=C1)C(F)(F)F